3,5-dibromo-2-cyclopropyl-N-(2-ethyl-5-fluoro-3-methoxy-6-methyl-phenyl)pyridin-4-amine BrC=1C(=NC=C(C1NC1=C(C(=CC(=C1C)F)OC)CC)Br)C1CC1